N-(4-(4-amino-5-(1-oxo-2-(2,2,2-trifluoroethyl)isoindolin-5-yl)pyrazolo[5,1-f][1,2,4]triazin-6-yl)phenyl)acrylamide NC1=NC=NN2C1=C(C(=N2)C2=CC=C(C=C2)NC(C=C)=O)C=2C=C1CN(C(C1=CC2)=O)CC(F)(F)F